octahexacontane-13-carboxamide CCCCCCCCCCCCC(CCCCCCCCCCCCCCCCCCCCCCCCCCCCCCCCCCCCCCCCCCCCCCCCCCCCCCC)C(=O)N